2,6-bis((R)-4-phenyl-4,5-dihydro-oxazol-2-yl)pyridine C1(=CC=CC=C1)[C@H]1N=C(OC1)C1=NC(=CC=C1)C=1OC[C@H](N1)C1=CC=CC=C1